ClC1=CC=C(CN2C(C(N(CC2=O)C(C)C)=O)(C)C2=CC=C(C=C2)Cl)C=C1 4-(4-chlorobenzyl)-3-(4-chlorophenyl)-1-isopropyl-3-methylpiperazine-2,5-dione